COC1=NC(=CC(=C1)C1=NOC(=N1)[C@H](C)N)C (S)-1-(3-(2-methoxy-6-methylpyridin-4-yl)-1,2,4-oxadiazol-5-yl)ethan-1-amine